isopropyl 3-(3-acrylamido-4-methylphenyl)-2-(4-((4-methylpiperazin-1-yl)sulfonyl)phenyl)-1H-pyrrolo[2,3-b]pyridine-5-carboxylate C(C=C)(=O)NC=1C=C(C=CC1C)C1=C(NC2=NC=C(C=C21)C(=O)OC(C)C)C2=CC=C(C=C2)S(=O)(=O)N2CCN(CC2)C